octyl α-methyldimethoxysilylpropionate C[Si](C(C(=O)OCCCCCCCC)C)(OC)OC